N-[(2,4-dimethylphenyl)methyl]-1-({4-[(4-methylpyrazol-1-yl)methyl]phenyl}methyl)-3-(trifluoromethyl)pyrazole-4-carboxamide CC1=C(C=CC(=C1)C)CNC(=O)C=1C(=NN(C1)CC1=CC=C(C=C1)CN1N=CC(=C1)C)C(F)(F)F